methyl p-tosylate CC1=CC=C(C=C1)S(=O)(=O)OC